C(#N)C1=CC=C(C=C1)C1=CC=C(C=C1)OCCCCCCCCCC 4-cyano-4'-decyloxybiphenyl